O.O.C(C)O mono-ethanol dihydrate